8-azaspiro[4.5]decane-8-nitrile C1CCCC12CCN(CC2)C#N